NC(CCCC(=O)NCCC1=CC=C(C=C1)F)=O (2S)-5-amino-1-[2-(4-fluorophenyl)ethylamino]-1,5-dioxopentan